(E)-2-Heptanal CC(CCCCC)=O